Bis(t-butylimino)bis(t-butoxy)molybdenum C(C)(C)(C)N=[Mo](OC(C)(C)C)(OC(C)(C)C)=NC(C)(C)C